[N+](=O)([O-])C1=CC=C2CCN(C2=C1)C(CCCC#CCOC1OCCCC1)=O 1-(6-nitroindolin-1-yl)-7-((tetrahydro-2H-pyran-2-yl)oxy)hept-5-yn-1-one